CC=1C(=NC=C(C1)C(F)(F)F)C(=O)OC methyl 3-methyl-5-(trifluoromethyl)picolinate